2-(dimethylamino-fluorophenyl)-1H-pyrazolo[3,4-d]pyrimidine-3-carboxamide CN(C)C=1C(=C(C=CC1)N1NC2=NC=NC=C2C1C(=O)N)F